methyl o-hydroxyphenylpropionate OC1=C(C=CC=C1)C(C(=O)OC)C